N-{3-[2-bromo-2-(2-chloro-pyrimidin-4-yl)-acetyl]-2-fluoro-phenyl}-2,6-difluoro-benzenesulfonamide BrC(C(=O)C=1C(=C(C=CC1)NS(=O)(=O)C1=C(C=CC=C1F)F)F)C1=NC(=NC=C1)Cl